oxazolo[4,5-c]isothiazole N=1SC=C2C1N=CO2